3-hydroxy-2-methyl-propionitrile OCC(C#N)C